C(C)(C)(C)OC(=O)N1[C@@H](C=C(C1)C1=CC=C(C=C1)C(F)(F)F)CO (S)-2-(hydroxymethyl)-4-(4-(trifluoromethyl)phenyl)-2,5-dihydro-1H-pyrrole-1-carboxylic acid tert-butyl ester